FCCOC1=CC=C(C(=O)NC2CCC(CC2)NC2=CC=CC=3N2C=C(N3)C(F)F)C=C1 4-(2-fluoroethoxy)-N-[(1s,4s)-4-{[2-(difluoromethyl)imidazo[1,2-a]pyridin-5-yl]amino}cyclohexyl]benzamide